4-methyl-3-(3-(1-methyl-1H-indol-5-yl)acryloyl)quinolin-2(1H)-one CC1=C(C(NC2=CC=CC=C12)=O)C(C=CC=1C=C2C=CN(C2=CC1)C)=O